2-(4-(((6-((1-(2-chlorophenyl)ethyl)(methyl)amino)-5-fluoropyrimidin-4-yl)amino)methyl)-3-hydroxypiperidin-1-yl)acetamide ClC1=C(C=CC=C1)C(C)N(C1=C(C(=NC=N1)NCC1C(CN(CC1)CC(=O)N)O)F)C